CON(C([C@@H](N)[C@@H](C)CC)=O)C isoleucine N-methoxy-N-methyl amide